(S)-N-(3-(6-acrylamidopyridin-2-yl)prop-2-yn-1-yl)-N-(4-fluorophenyl)-1-(6-methyl-4-(trifluoromethyl)pyridin-2-yl)-6-oxopiperidine-2-carboxamide C(C=C)(=O)NC1=CC=CC(=N1)C#CCN(C(=O)[C@H]1N(C(CCC1)=O)C1=NC(=CC(=C1)C(F)(F)F)C)C1=CC=C(C=C1)F